CC1=NC=C(C=C1NC(OC1CCCCC1)=O)B1OC(C(O1)(C)C)(C)C cyclohexyl (2-methyl-5-(4,4,5,5-tetramethyl-1,3,2-dioxaborolan-2-yl)pyridine-3-yl)carbamate